N-[5-[(tert-butyldimethylsilyl)oxy]pyridin-2-yl]-4-(1-methyl-1H-indazol-4-yl)piperazine-1-carboxamide [Si](C)(C)(C(C)(C)C)OC=1C=CC(=NC1)NC(=O)N1CCN(CC1)C1=C2C=NN(C2=CC=C1)C